ClC1=C(C(=O)N2CCN(CC2)C(C[N+](C)(C)C)=O)C=CC(=C1)NC(=O)C=1N(C(=CN1)C1=C(C(=C(C=C1)OC)F)F)C [2-[4-[2-chloro-4-[[5-(2,3-difluoro-4-methoxy-phenyl)-1-methyl-imidazole-2-carbonyl]amino]benzoyl]piperazin-1-yl]-2-oxo-ethyl]-trimethyl-ammonium